N-(3-(5-chloro-2-methoxyphenyl)-1-(2-(dimethylamino)-2-oxoethyl)-1H-pyrazol-4-yl)pyrazolo[1,5-a]pyrimidine-3-carboxamide ClC=1C=CC(=C(C1)C1=NN(C=C1NC(=O)C=1C=NN2C1N=CC=C2)CC(=O)N(C)C)OC